iron magnesium aluminum calcium [Ca].[Al].[Mg].[Fe]